((allyloxy)methyl)-1,3-dioxolan-2-one C(C=C)OCC1OC(OC1)=O